The molecule is an amino acid zwitterion obtained by transfer of a proton from the carboxy to the amino group of N(5)-acetylornithine; major species at pH 7.3. It is a tautomer of a N(5)-acetylornithine. CC(=O)NCCCC(C(=O)[O-])[NH3+]